C(C)(C)(C)OC(C(CN)(C)C)=O 3-amino-2,2-dimethylpropionic acid tert-butyl ester